COC=1C=C(C=CC1)C1=CC(=CS1)C(=O)NC1=NC(=NS1)CC(C(F)(F)F)(C)O 5-(3-methoxyphenyl)-N-(3-(3,3,3-trifluoro-2-hydroxy-2-methylpropyl)-1,2,4-thiadiazole-5-yl)thiophene-3-carboxamide